2-((1-(3-Bromophenyl)-2-methylpropan-2-yl)amino)-2-oxoacetic acid BrC=1C=C(C=CC1)CC(C)(C)NC(C(=O)O)=O